ClC1=C(C=CC=C1C=1C=NC=CC1C)C=O [2-chloro-3-(4-methyl-3-pyridyl)phenyl]methanone